C(C)C1=CC=C(C=C1)N1N=C(N=C1)C(=O)O 1-(4-ethylphenyl)-1H-1,2,4-triazole-3-carboxylic acid